NNC(C(=O)NC)=O N'-amino-N-methyl-oxalyl-diamine